4-(4-(4-(((3R,5r)-5-((1H-1,2,4-triazol-1-yl)methyl)-5-(2,4-difluorophenyl)-tetrahydrofuran-3-yl)methoxy)-3-methylphenyl)piperazin-1-yl)benzoic acid monohydrochloride Cl.N1(N=CN=C1)C[C@@]1(C[C@@H](CO1)COC1=C(C=C(C=C1)N1CCN(CC1)C1=CC=C(C(=O)O)C=C1)C)C1=C(C=C(C=C1)F)F